(1S,3S)-3-((6-(5-(3-(benzyloxy)prop-1-en-1-yl)-1-methyl-1H-1,2,3-triazol-4-yl)-2-methylpyridin-3-yl)oxy)cyclohexane-1-carboxylic acid methyl ester COC(=O)[C@@H]1C[C@H](CCC1)OC=1C(=NC(=CC1)C=1N=NN(C1C=CCOCC1=CC=CC=C1)C)C